7-methoxy-7-(5-methyl-1,3-thiazol-2-yl)-4-oxospiro[2.5]oct-5-ene-5-carbonitrile COC1(C=C(C(C2(CC2)C1)=O)C#N)C=1SC(=CN1)C